2-methoxyethyl 8-((3,5-difluoro-4-(4-fluorophenoxy)phenyl)sulfonyl)-1-(((tetrahydro-2H-pyran-2-yl)oxy)carbamoyl)-3,8-diazabicyclo[3.2.1]octane-3-carboxylate FC=1C=C(C=C(C1OC1=CC=C(C=C1)F)F)S(=O)(=O)N1C2(CN(CC1CC2)C(=O)OCCOC)C(NOC2OCCCC2)=O